The molecule is a 4-O-(1H-indol-3-ylcarbonyl)ascaroside derived from (2E)-11-hydroxyundec-2-enoic acid. It is a metabolite of the nematode Caenorhabditis elegans. It has a role as a Caenorhabditis elegans metabolite. It is a 4-O-(1H-indol-3-ylcarbonyl)ascaroside, an alpha,beta-unsaturated monocarboxylic acid and an omega-hydroxy fatty acid ascaroside. It derives from a (2E)-11-hydroxyundec-2-enoic acid and an oscr#17. C[C@H]1[C@@H](C[C@H]([C@@H](O1)OCCCCCCCC/C=C/C(=O)O)O)OC(=O)C2=CNC3=CC=CC=C32